C1(CC1)C1=NC=NC(=C1C1=NC=C2C(=N1)NN=C2C2=NOC(=C2)[Si](C)(C)C)OC 3-(6-(4-cyclopropyl-6-methoxypyrimidin-5-yl)-1H-pyrazolo[3,4-d]pyrimidin-3-yl)-5-(trimethylsilyl)isoxazole